1-(4-Chlorobenzyl)piperidin ClC1=CC=C(CN2CCCCC2)C=C1